6-tert-butyl-9-phenyl-N-(5,5,8,8-tetramethyl-5,6,7,8-tetrahydronaphthalen-2-yl)-9H-carbazol-3-amine C(C)(C)(C)C=1C=C2C=3C=C(C=CC3N(C2=CC1)C1=CC=CC=C1)NC1=CC=2C(CCC(C2C=C1)(C)C)(C)C